F[C@@H](C(=O)NC1=C(C=C(C=C1)NCC1=CC=C(C=C1)C(F)(F)F)N1CCCCC1)[C@@H](CCCC)F (2S,3R)-2,3-difluoro-N-(2-(piperidin-1-yl)-4-((4-(trifluoromethyl)benzyl)amino)phenyl)heptanamide